2-[acetyl-(2,6-difluoro-4-pyridyl)amino]-5-methyl-N-[(3R)-spiro[3.4]octan-3-yl]thiazole-4-carboxamide C(C)(=O)N(C=1SC(=C(N1)C(=O)N[C@@H]1CCC12CCCC2)C)C2=CC(=NC(=C2)F)F